ethyl 2-(4-((tert-butoxycarbonyl)-amino)phenyl)-3,4,5,6-tetrahydropyridine-3-carboxylate C(C)(C)(C)OC(=O)NC1=CC=C(C=C1)C1=NCCCC1C(=O)OCC